1-hydroxy-1-(3-methoxy-4-hydroxyphenyl)ethane OC(C)C1=CC(=C(C=C1)O)OC